NCCC=1C=C(C(=O)O)C=CC1C1=CC=C(C=C1)CN 3-aminoethyl-4-(4-aminomethylphenyl)-benzoic acid